(S)-3-(2,6-difluorophenyl)-3-hydroxy-N-(1-(6-(2,2,2-trifluoroethoxy)pyridin-2-yl)cyclopropyl)butanamide FC1=C(C(=CC=C1)F)[C@@](CC(=O)NC1(CC1)C1=NC(=CC=C1)OCC(F)(F)F)(C)O